Cl.BrC=1C=C2C(=C(C3=C(N(S2(=O)=O)C)C=CC=C3)NCCCCCCC(=O)O)CC1F 7-((3-Bromo-2-fluoro-6-methyl-5,5-dioxido-6,1-dihydrodibenzo[c,f][1,2]thiazepin-11-yl)amino)heptanoic acid hydrochloride salt